OC1=C(C=CC=C1C(F)(F)F)[C@H]1[C@@H](O[C@]([C@H]1C)(C(F)(F)F)C)C(=O)OC methyl (2R,3S,4S,5R)-3-(2-hydroxy-3-(trifluoromethyl)phenyl)-4,5-dimethyl-5-(trifluoromethyl)tetrahydrofuran-2-carboxylate